N[C@H](C(=O)NC1=CC=C(C=C1)C1=C(C(=C(C=C1)O)O)O)CO (S)-2-Amino-3-hydroxy-N-(2',3',4'-trihydroxy-[1,1'-biphenyl]-4-yl)propanamide